Polonium oxid [Po]=O